1,5-diethyl-5-azaindolium C(C)[N+]=1C=CC2=CN(C=CC12)CC